1-(4-(7-(5-methyl-1H-indazol-4-yl)-6-(trifluoromethyl)quinazolin-4-yl)piperazin-1-yl)prop-2-en-1-one CC=1C(=C2C=NNC2=CC1)C1=C(C=C2C(=NC=NC2=C1)N1CCN(CC1)C(C=C)=O)C(F)(F)F